C(C)(=O)OC1CN(CCC1)S(=O)(=O)C 1-(methylsulfonyl)piperidin-3-yl acetate